5-methyl-N-(3-(2-(pyrrolidin-1-yl)propyl)-1,2,4-thiadiazol-5-yl)-4-(3-(trifluoromethyl)phenyl)furan-2-carboxamide CC1=C(C=C(O1)C(=O)NC1=NC(=NS1)CC(C)N1CCCC1)C1=CC(=CC=C1)C(F)(F)F